1-(3,4-dimethyl-2-(p-tolyl)-2H-pyrazolo[3,4-d]pyridazin-7-yl)-N-((1-methylazetidin-3-yl)methyl)piperidine-4-carboxamide CC=1N(N=C2C(=NN=C(C21)C)N2CCC(CC2)C(=O)NCC2CN(C2)C)C2=CC=C(C=C2)C